3-(3-Hydroxy-4-methoxyphenyl)-1-[2-hydroxy-6-methoxy-4-[(2S,4R,5S)-3,4,5-trihydroxy-6-[[(1R,3S,4S)-2,3,4-trihydroxy-5-methylcyclohexyl]oxymethyl]oxan-2-yl]oxyphenyl]prop-2-en-1-one OC=1C=C(C=CC1OC)C=CC(=O)C1=C(C=C(C=C1OC)O[C@@H]1OC([C@H]([C@H](C1O)O)O)CO[C@H]1C([C@H]([C@H](C(C1)C)O)O)O)O